1-(5-(6-methoxy-5-(trifluoromethyl)pyridin-3-yl)pyrazolo[1,5-A]pyridin-2-yl)-3-(2-(3-methyl-1,2,4-oxadiazol-5-yl)ethyl)urea COC1=C(C=C(C=N1)C1=CC=2N(C=C1)N=C(C2)NC(=O)NCCC2=NC(=NO2)C)C(F)(F)F